FC1=C(C(=CC(=C1)C=1C=C(C=C2CC(NC12)(C)C)F)F)SCCCC(=O)O 4-[2,6-difluoro-4-(5-fluoro-2,2-dimethyl-2,3-dihydro-1H-indol-7-yl)-phenylsulfanyl]-butyric acid